C(C)(=O)C1=NN(C2=C(C=C(C=C12)C=1C=NC(=NC1)CO)C)CC(=O)N1[C@@H]2C[C@@]2(C[C@H]1C(=O)NC1=NC(=CC(=C1)F)Br)C (1R,3S,5R)-2-(2-(3-acetyl-5-(2-(hydroxymethyl)pyrimidin-5-yl)-7-methyl-1H-indazol-1-yl)acetyl)-N-(6-bromo-4-fluoropyridin-2-yl)-5-methyl-2-azabicyclo[3.1.0]hexane-3-carboxamide